N(=O)C(CCCCN)N=O dinitrosopentylamine